2-(4-bromo-2-thienyl)-5-(trifluoromethyl)-2,3-dihydro-1-benzofuran BrC=1C=C(SC1)C1OC2=C(C1)C=C(C=C2)C(F)(F)F